tert-butyl N-[2-phenyl-2-[[5-[5-(trifluoromethyl)-1,2,4-oxadiazol-3-yl]pyrimidin-2-yl]amino]ethyl]-carbamate C1(=CC=CC=C1)C(CNC(OC(C)(C)C)=O)NC1=NC=C(C=N1)C1=NOC(=N1)C(F)(F)F